3-(5-Chloro-1-methyl-2-oxo-1,2-dihydro-1,8-naphthyridin-3-yl)-3-hydroxypyrrolidine-1-carboxylic acid ClC1=C2C=C(C(N(C2=NC=C1)C)=O)C1(CN(CC1)C(=O)O)O